N-[3-(dimethylamino)butyl]methyl-acrylamide CN(C(CCNC(C(=C)C)=O)C)C